COC(=O)C1=NC(=C(C=C1)F)C1=C(C(=CC=C1F)OC)F.O1CCN(CC1)C1=CC=C(C=C1)NC(C)=O N-(4-morpholinophenyl)acetamide methyl-6-(2,6-difluoro-3-methoxyphenyl)-5-fluoropyridine-2-carboxylate